iron(III) nitrate [N+](=O)([O-])[O-].[Fe+3].[N+](=O)([O-])[O-].[N+](=O)([O-])[O-]